2-(chloromethyl)-5-(1-tetrahydropyrrolylmethoxy)pyrimidine ClCC1=NC=C(C=N1)OCC1NCCC1